[Nd].N1=CC=CC=C1.N1=CC=CC=C1 dipyridine neodymium